((3-methyl-oxolan-3-yl)methoxy)(methylsulfanyl)methanethione CC1(COCC1)COC(=S)SC